CC1=NC(=NO1)C(=O)OCC Ethyl 5-methyl-1,2,4-oxadiazole-3-carboxylate